NC=1C(=NC(=CN1)C1=CC=C(C=C1)N1C[C@@H](N(CC1)C)C(C)C)C=1C=C2CCNC(C2=CC1)=O (S)-6-(3-amino-6-(4-(3-isopropyl-4-methylpiperazin-1-yl)phenyl)pyrazin-2-yl)-3,4-dihydroisoquinolin-1(2H)-one